3,5-dimethoxybromobenzyl bromide COC=1C=C(C(Br)Br)C=C(C1)OC